5-((5-methyl-1-(tetrahydro-2H-pyran-2-yl)-1H-pyrazol-3-yl)amino)benzoic acid CC1=CC(=NN1C1OCCCC1)NC=1C=CC=C(C(=O)O)C1